FC1=CC(=C(C=C1C1=CC=NN1)O)C1=NC=C(N=C1)N(C)[C@@H]1[C@@H](C2CC[C@@H](C1)N2)F 4-fluoro-2-(5-{[(2R,3S,5S)-2-fluoro-8-azabicyclo[3.2.1]octan-3-yl](methyl)amino}pyrazin-2-yl)-5-(1H-pyrazol-5-yl)phenol